FC=1C(=NC(=CC1)F)C1=NN(C=C1NC(=O)C=1N=C(SC1)C=1C=NN(C1)C)C1CCC(CC1)OCC N-(3-(3,6-difluoropyridin-2-yl)-1-((1r,4r)-4-ethoxycyclohexyl)-1H-pyrazol-4-yl)-2-(1-methyl-1H-pyrazol-4-yl)thiazole-4-carboxamide